(Z)-3-(5-chloropentyl)-5-((triisopropylsilyl)methylene)furan-2(5H)-one ClCCCCCC=1C(O\C(\C1)=C/[Si](C(C)C)(C(C)C)C(C)C)=O